di-ethylene glycol monohexyl ether C(CCCCC)OCCOCCO